5-(3-Acetylpyridine-2-yl)-2-fluorobenzoic acid C(C)(=O)C=1C(=NC=CC1)C=1C=CC(=C(C(=O)O)C1)F